C1(CC1)C1=NOC(=N1)C12CCC(CC1)(CC2)CN(C(OC(C(F)(F)F)(C)C)=O)C2=NC=C(C(=C2)I)F 1,1,1-trifluoro-2-methylpropan-2-yl ((4-(3-cyclopropyl-1,2,4-oxadiazol-5-yl)bicyclo[2.2.2]octan-1-yl) methyl)(5-fluoro-4-iodopyridin-2-yl)carbamate